tributyl-(pyrimidin-4-yl)stannane C(CCC)[Sn](C1=NC=NC=C1)(CCCC)CCCC